(2-methoxyphenyl)butanol o-tolylmethyl-6-but-3-enyl-4-(3-hydroxy-3-methyl-but-1-ynyl)-2-methyl-7-oxo-1H-pyrrolo[2,3-c]pyridine-3-carboxylate C1(=C(C=CC=C1)CN1C(=C(C2=C1C(N(C=C2C#CC(C)(C)O)CCC=C)=O)C(=O)OC(CCC)C2=C(C=CC=C2)OC)C)C